ClC1=NC(=NC(=C1)C1=CC(=NN1)C(F)(F)F)N 4-chloro-6-(3-(trifluoromethyl)-1H-pyrazol-5-yl)pyrimidin-2-amine